C1=CC=CC=2SC3=CC=CC=C3N(C12)C1=CC=C(C=C1)C1=CC=C(C=N1)N1CCN(CC1)C=1C=NC(=CC1)C1=CC=C(C=C1)N1C2=CC=CC=C2SC=2C=CC=CC12 1,4-bis(6-(4-(10H-phenothiazin-10-yl)phenyl)pyridin-3-yl)piperazine